(S)-3-((2-chloro-5-(1-methyl-5-(trifluoromethyl)-1H-pyrazol-3-yl)pyridin-4-yl)amino)-2-fluoropropan-1-ol ClC1=NC=C(C(=C1)NC[C@@H](CO)F)C1=NN(C(=C1)C(F)(F)F)C